racemic-3-(4-amino-6-(cyclobutyl(methyl)amino)pyrido[3,4-d]pyrimidin-8-yl)-2,4-dimethylphenol NC=1C2=C(N=CN1)C(=NC(=C2)N(C)C2CCC2)C=2C(=C(C=CC2C)O)C